C(C1=CC=CC=C1)OC12[C@H](O[C@@H]3OC(O[C@@H]31)(C)C)C(C(C2)F)=O (3ar,4as,7br)-7a-(benzyloxy)-6-fluoro-2,2-dimethyltetrahydro-3aH-cyclopenta[4,5]furo[2,3-d][1,3]dioxol-5(4aH)-one